C(C)C1=C2C=CN(C2=NC=N1)[C@H]1[C@H](O)[C@H](O)[C@H](O1)CO 6-Ethyl-9-β-D-ribofuranosyl-7-deazapurine